C(CCCCCCCCC)(=O)C1=CC=C(C(C(=O)O)=C1)O 5-n-decanoylsalicylic acid